Azanaphthalin N1=CC=CC2=CC=CC=C12